[Pd](=O)(=O)=O.[Al] aluminum palladium trioxide